1'-((3,6-difluoro-4-oxo-4,5-dihydropyrrolo[1,2-a]quinoxalin-7-yl)methyl)-N-(2,2-difluorocyclopropyl)-2-fluoro-1',2',3',6'-tetrahydro-[3,4'-bipyridine]-6-carboxamide FC=1C=CN2C1C(NC1=C(C(=CC=C21)CN2CCC(=CC2)C=2C(=NC(=CC2)C(=O)NC2C(C2)(F)F)F)F)=O